C(C)S(=O)(=O)C(C(=O)N)C1=CC=CC=C1 ethanesulfonyl-phenyl-acetamide